ClC1=CC(=C(C=N1)C(=O)OCC1=CC=CC=C1)C1=CC(=NC=C1OC)C(F)F Benzyl 6-chloro-2'-difluoromethyl-5'-methoxy-4,4'-bipyridine-3-carboxylate